N-(3,5-dimethyladamantan-1-yl)-N'-(3-aminopropyl)malonic acid diamide CC12CC3(CC(CC(C1)(C3)C)C2)NC(CC(=O)NCCCN)=O